OCCN1C(=O)C2C3C=CC(C2C1=O)C3 N-(hydroxyethyl)bicyclo[2.2.1]Hept-5-ene-2,3-dicarboximide